(3-(1H-pyrazol-1-yl)phenyl)boronic acid N1(N=CC=C1)C=1C=C(C=CC1)B(O)O